N-[(1S)-1-[4-(1-cyclopropyltriazol-4-yl)phenyl]ethyl]thieno[2,3-d]pyrimidin C1(CC1)N1N=NC(=C1)C1=CC=C(C=C1)[C@H](C)N1CN=CC2=C1SC=C2